The molecule is a primary alcohol that is 1-heptanol substituted by an isopropyl group at position 2 and a methyl group at position 5. It has a role as a human metabolite. It derives from a hydride of a heptane. CCC(C)CCC(CO)C(C)C